ClCC1N=C(OC1C1=CC=C(C=C1)S(=O)(=O)C)C(Cl)Cl 4-(chloromethyl)-2-(dichloromethyl)-5-[4-(methylsulfonyl)phenyl]-4,5-dihydrooxazole